2-(4-Bromophenyl)morpholine BrC1=CC=C(C=C1)C1CNCCO1